CSC(C#CC(N(CCOC(N(CCN(C)C)C)=O)C)(C)C)=O 2,5,10,11,11-pentamethyl-6-oxo-7-oxa-2,5,10-triazatetradeca-12-yne-14-thioic acid S-methyl ester